3-(6,7-dimethoxy-3-oxo-1,3-dihydro-2H-benzo[4,5]thieno[2,3-c]pyrrol-2-yl)-N-methoxypropanamide COC1=CC2=C(C3=C(C(N(C3)CCC(=O)NOC)=O)S2)C=C1OC